CN(C)C N,N-Dimethylmethylamine